C(C=C)(=O)N1CCN(CC1)C1=NC(=C(C=2CN(CCC12)C1=CC=CC2=CC=CC=C12)C#N)N1CCN(CC1)C(C=C)=O 1,3-bis(4-acryloylpiperazin-1-yl)-6-(naphthalen-1-yl)-5,6,7,8-tetrahydro-2,6-naphthyridine-4-carbonitrile